7-(3-((Benzyloxy)methyl)-4-ethyl-5-oxo-4,5-dihydro-1H-1,2,4-triazol-1-yl)-3-(2-chloro-6-fluorophenyl)-1-cyclopropyl-6-fluoro-2,3-dihydropyrido[2,3-d]pyrimidin-4(1H)-one C(C1=CC=CC=C1)OCC1=NN(C(N1CC)=O)C=1C(=CC2=C(N(CN(C2=O)C2=C(C=CC=C2F)Cl)C2CC2)N1)F